2-(3-methyl-1-(picolinamido)cyclohexyl)acetate CC1CC(CCC1)(NC(C1=NC=CC=C1)=O)CC(=O)[O-]